ClC1=C(C(=NC(=N1)S(=O)(=O)C)N(C)C(C)C=1C(=NC=CC1)NCC1=CC=C(C=C1)OC)F 6-chloro-5-fluoro-N-[1-[2-[(4-methoxyphenyl)methylamino]-3-pyridyl]ethyl]-N-methyl-2-methylsulfonyl-pyrimidin-4-amine